2-chloro-N-(3-chloro-4-fluorophenyl)acetamide C1=CC(=C(C=C1NC(=O)CCl)Cl)F